(3S,4S)-1-(4-(((S)-4-acetyl-3-(tetradecylcarbamoyl)piperazin-1-yl)sulfonyl)benzoyl)-N3,N4-bis((1S,2R)-2-phenylcyclopropyl)pyrrolidine-3,4-dicarboxamide C(C)(=O)N1[C@@H](CN(CC1)S(=O)(=O)C1=CC=C(C(=O)N2C[C@H]([C@@H](C2)C(=O)N[C@@H]2[C@H](C2)C2=CC=CC=C2)C(=O)N[C@@H]2[C@H](C2)C2=CC=CC=C2)C=C1)C(NCCCCCCCCCCCCCC)=O